F[C@H]1[C@@H](C1)N/C=C/C=C(C(=O)OC)C(=O)OC trans-dimethyl 2-((E)-3-((2-fluorocyclopropyl)amino)allylidene)malonate